N-(4-cyanobenzyl)-8-((1-(N-(4-methoxybenzyl)-N-methylsulfamoyl)cyclopropyl)methoxy)-1-methyl-2-oxo-1,2-dihydro-1,7-naphthyridine-3-carboxamide C(#N)C1=CC=C(CNC(=O)C=2C(N(C3=C(N=CC=C3C2)OCC2(CC2)S(N(C)CC2=CC=C(C=C2)OC)(=O)=O)C)=O)C=C1